NC1=NC=2C=CC(=CC2C2=C1COC2)C(=O)N([C@H](C)C2=NC=CC=N2)CC=2C=C1C(=CN2)OCCC1 4-amino-N-(3,4-dihydro-2H-pyrano[2,3-c]pyridin-6-ylmethyl)-N-((1R)-1-(2-pyrimidinyl)ethyl)-1,3-dihydrofuro[3,4-c]quinoline-8-carboxamide